2'-hydroxy-4'-(N-methylpropionamido)-N-(pyridin-3-ylmethyl)-[1,1'-biphenyl]-4-carboxamide OC1=C(C=CC(=C1)N(C(CC)=O)C)C1=CC=C(C=C1)C(=O)NCC=1C=NC=CC1